FC(C[C@@H]1NCCOC1)F (S)-3-(2,2-difluoroethyl)morpholine